[Br-].C(CC)[N+](CCO)(C)C propyl-l-N,N-dimethyl-N-hydroxyethylammonium bromide